N(C(=N)N)C1=CC=C(C=N1)C[C@@H](C(=O)O)NC(=O)OCC1C2=CC=CC=C2C=2C=CC=CC12 (2S)-3-(6-carbamimidamidopyridin-3-yl)-2-({[(9H-fluoren-9-yl)methoxy]carbonyl}amino)propanoic acid